C(C)SCCC=O 3-(ethylsulfanyl)propanal